BrC1=NC(=CC(=C1)C(CNCC(C(F)(F)F)O)O)Cl 3-((2-(2-bromo-6-chloropyridin-4-yl)-2-hydroxyethyl)amino)-1,1,1-trifluoropropan-2-ol